2-(trifluoromethoxy)benzenesulfonamide FC(OC1=C(C=CC=C1)S(=O)(=O)N)(F)F